C(C)(C)(C)OC(=O)N(C(OC(C)(C)C)=O)C1=NC=C(C=C1OC)P(=O)(C)C tert-butyl N-(tert-butoxycarbonyl)-N-[5-(dimethylphosphoryl)-3-methoxypyridin-2-yl]carbamate